methyl 3-(2-amino-3-fluoro-4-(hydroxymethyl)phenyl)-1-methyl-1H-pyrazole-4-carboxylate NC1=C(C=CC(=C1F)CO)C1=NN(C=C1C(=O)OC)C